BrC1=CN=C(C(=N1)NC(OC(C)(C)C)=O)Cl tert-butyl (6-bromo-3-chloropyrazin-2-yl)carbamate